C(CC)CCCCCCC(CCBr)(CCCCCC)CCCCCC (propyl)Trihexyl-(propyl) bromide